N'-[1-(3-chloro-2-fluoro-phenyl)ethyl]-N'-cyclopropyl-ethane-1,2-diamine hydrochloride Cl.ClC=1C(=C(C=CC1)C(C)N(CCN)C1CC1)F